N-methyl-N-octylanilinium tetrakis(perfluorophenyl)borate FC1=C(C(=C(C(=C1F)F)F)F)[B-](C1=C(C(=C(C(=C1F)F)F)F)F)(C1=C(C(=C(C(=C1F)F)F)F)F)C1=C(C(=C(C(=C1F)F)F)F)F.C[NH+](C1=CC=CC=C1)CCCCCCCC